ClC1=C(C=CC=C1)C(C(=O)NC(=S)NC)C1=NC=CC(=C1)C(F)F 2-(2-chlorophenyl)-2-(4-(difluoromethyl)pyridin-2-yl)-N-(methylaminothiocarbonyl)acetamide